1-(4-(((R)-1-(3-amino-5-(trifluoromethyl)phenyl)ethyl)amino)-2-methyl-8,9-dihydro-7H-cyclopenta[h]quinazolin-6-yl)-3-methylpyrrolidin-3-ol NC=1C=C(C=C(C1)C(F)(F)F)[C@@H](C)NC1=NC(=NC2=C3C(=C(C=C12)N1CC(CC1)(O)C)CCC3)C